C1(CC1)C(CP(OCC)(=O)CC)C1=CC(=CC=C1)OCC1=CC(=C(C=C1)C1=CC(=NC=C1F)OC)CN(C(C)C)C(C)C ethyl (2-cyclopropyl-2-(3-((3-((diisopropylamino)methyl)-4-(5-fluoro-2-methoxypyridin-4-yl)benzyl)oxy)phenyl)ethyl)(ethyl)phosphinate